7-Bromofurano[3,2-c]pyridine-2-carboxylic acid BrC=1C2=C(C=NC1)C=C(O2)C(=O)O